C12COCCC2(C1)C1=NC=CC(=C1NC(=O)C=1C=NC(=NC1)C(C)C)C1=CC=CC=C1 (+-)-N-(2-(3-oxabicyclo[4.1.0]heptan-6-yl)-4-phenylpyridin-3-yl)-2-isopropylpyrimidine-5-carboxamide